(E)-N-methyl-N-(5,6,7,8-tetrahydro-1,7-naphthyridin-2-yl)but-2-enamide TFA salt OC(=O)C(F)(F)F.CN(C(\C=C\C)=O)C1=NC=2CNCCC2C=C1